C(#N)C=1C=NC(=NC1)N1CCC(CC1)CC(=O)NOC[C@H](C)NC(OC(C)(C)C)=O (S)-tert-butyl (1-((2-(1-(5-cyanopyrimidin-2-yl)piperidin-4-yl)acetamido)oxy)propan-2-yl)carbamate